isopropylium [CH+](C)C